BrCCN1CC2(C1)CCN(CC2)C2=CC=C(C=C2)C2C(NC(CC2)=O)=O 3-[4-[2-(2-bromoethyl)-2,7-diazaspiro[3.5]nonan-7-yl]phenyl]-piperidine-2,6-dione